6-((tert-Butyldimethylsilyl)oxy)spiro(3.3)heptane-2-carboxylic acid methyl ester COC(=O)C1CC2(C1)CC(C2)O[Si](C)(C)C(C)(C)C